C(C)NC(CCC1=CC=C(C=C1)OC)=O N-ethyl-3-(4-methoxyphenyl)propanamide